rac-5-{2-[(2R,5S)-5-methyl-2-(3,4,5-trifluorophenyl)piperidin-1-yl]-2-oxoacetamido}pyridine-3-carboxamide C[C@H]1CC[C@@H](N(C1)C(C(=O)NC=1C=C(C=NC1)C(=O)N)=O)C1=CC(=C(C(=C1)F)F)F |r|